NC1=CC(=NC(=N1)N[C@@H]1[C@H](CCCC1)O)C(=O)N1CCN(CC1)C1=CC=CC=C1 (6-amino-2-(((1S,2S)-2-hydroxycyclohexyl)amino)pyrimidin-4-yl)(4-phenylpiperazin-1-yl)methanone